C(#N)CC1CCC(CC1)N1C(=NC=2C1=C1C(=NC2)NC=C1)CC(=O)NC1CC(C1)O 2-(1-((1R,4R)-4-(cyanomethyl)cyclohexyl)-1,6-dihydroimidazo[4,5-d]pyrrolo[2,3-b]pyridin-2-yl)-N-((1R,3R)-3-hydroxycyclobutyl)acetamide